C1=NC=CC=2C(CCCC12)=O 7,8-dihydro-6H-isoquinolin-5-one